CN1CC(C1)(C)[C@@](C=1C=C(C=NC1)CCC(CC)(O)C1=NC(=CC=C1)OC)(C1=CC=C(C=C1)C(C)C)O 1-{5-[(R)-(1,3-Dimethyl-azetidin-3-yl)-hydroxy-(4-isopropyl-phenyl)-methyl]-pyridin-3-yl}-3-(6-methoxy-pyridin-2-yl)-pentan-3-ol